C(C)(C)(C)N1C2=NC(=NC(=C2N=C1)NC=1C(=NN(C1)CCCCCNC(OC(C)(C)C)=O)OC)N1C[C@H]([C@@H](C1)NC(C=C)=O)F tert-butyl N-[5-[4-[[9-tert-butyl-2-[(3R,4R)-3-fluoro-4-(prop-2-enoylamino)pyrrolidin-1-yl]purin-6-yl]amino]-3-methoxy-pyrazol-1-yl]pentyl]carbamate